O=C(CNC(=O)C=1C=NC2=CC=CC=C2C1)NC1CCCC2=CC=CC=C12 N-[2-oxo-2-(1,2,3,4-tetrahydronaphthalene-1-ylamino)ethyl]quinoline-3-carboxamide